1-(3,3-difluorocyclobutyl)-N-(2,4-dimethoxybenzyl)-3-(trimethylstannyl)-1H-pyrazolo[3,4-d]pyrimidin-4-amine FC1(CC(C1)N1N=C(C=2C1=NC=NC2NCC2=C(C=C(C=C2)OC)OC)[Sn](C)(C)C)F